NCC(CN1C[C@@H](CCC1)N1N=C(C=2C1=NC=NC2N)C2=CC=C(C=C2)OC2=CC=CC=C2)=O (R)-3-amino-1-(3-(4-amino-(4-phenoxyphenyl)-1H-pyrazolo[3,4-d]pyrimidin-1-yl)piperidin-1-yl)propanone